FC=1C=C(C=C(C1)F)[C@@H](C(=O)N[C@H](C(=O)N[C@H]1C2=C(C3=C(N(C1=O)C)C=CC=C3)C=CC=C2)C)O (S)-2-((S)-2-(3,5-difluorophenyl)-2-hydroxyacetamido)-N-((S)-5-methyl-6-oxo-6,7-dihydro-5H-dibenzo[b,d]azepin-7-yl)propionamide